2-(2-aminoacetyl)-5-[2-(2-aminoacetyl)-1,3-dioxo-2,3-dihydro-1H-indene-5-carbonyl]-2,3-dihydro-1H-indene-1,3-dione NCC(=O)C1C(C2=CC=C(C=C2C1=O)C(=O)C=1C=C2C(C(C(C2=CC1)=O)C(CN)=O)=O)=O